ClC=1C(=NC=CC1)C1=NSC(=C1C(F)(F)F)C(=O)OC METHYL 3-(3-CHLOROPYRIDIN-2-YL)-4-(TRIFLUOROMETHYL)ISOTHIAZOLE-5-CARBOXYLATE